ClC1=CC2=C(CCN(CC2)C(C)=O)C=C1 1-(7-chloro-1,2,4,5-tetrahydro-3H-benzo[d]azepin-3-yl)ethan-1-one